benzodithiazole-bisstannum salt [Sn].[Sn].S1SNC2=C1C=CC=C2